1-methoxypentane COCCCCC